O1C(=CC2=C1C=CC=C2)C(CCC(C#CC2=CC=CC=C2)CC(F)(F)F)=O 1-(benzofuran-2-yl)-6-phenyl-4-(2,2,2-trifluoroethyl)hex-5-yn-1-one